FC(C(=O)O)(F)F.FC1(CN(C1)C(=O)N1CC2(C1)CCNCC2)F (3,3-difluoroazetidin-1-yl)(2,7-diazaspiro[3.5]nonan-2-yl)methanone trifluoroacetate